C(C)C=1N=C2SC(=CN2C1N(C=1SC(=C(N1)C1=CC=C(C=C1)F)C#N)C(C)C)C1CCNCC1 2-((6-ethyl-2-(piperidin-4-yl)imidazo[2,1-b]thiazol-5-yl)(isopropyl)amino)-4-(4-fluorobenzeneyl)thiazole-5-carbonitrile